1-Ethyl-3-methylimidazolium tetrafluoroboric acid Salt F[B-](F)(F)F.[H+].C(C)N1C=[N+](C=C1)C